Natrium dihydrogen-phosphat-monohydrat O.P(=O)(O)(O)[O-].[Na+]